bis-(tribenzylsilyl) chromate [Cr](=O)(=O)(O[Si](CC1=CC=CC=C1)(CC1=CC=CC=C1)CC1=CC=CC=C1)O[Si](CC1=CC=CC=C1)(CC1=CC=CC=C1)CC1=CC=CC=C1